endo-N-hydroxy-5-norbornene-2,3-dicarboxylic acid imide ON=C(O)C1C2C=CC(C1C(=O)O)C2